C(C(O)CO)OCC(O)CO glyceryl-glyceryl ether